6-[4-[6-(trifluoromethyl)-1,2-benzoxazol-3-yl]piperidine-1-carbonyl]-4H-1,4-benzoxazin-3-one FC(C1=CC2=C(C(=NO2)C2CCN(CC2)C(=O)C=2C=CC3=C(NC(CO3)=O)C2)C=C1)(F)F